FC(C=1C(=C(C=CC1)[C@@H](C)NC=1C2=C(N=C(N1)C)C(N(C(=C2)C=2CNCC2)C)=O)F)F (R)-4-((1-(3-(difluoromethyl)-2-fluorophenyl)ethyl)amino)-6-(2,5-dihydro-1H-pyrrol-3-yl)-2,7-dimethylpyrido[3,4-d]pyrimidin-8(7H)-one